O=C1NC(CCC1N1C(C2=CC=C(C=C2C1=O)NCCCCCC(N1CCC(CC1)N1N=CC(=C1)C1=NC2=CC(=CC=C2N=C1)N1CCNCC1)=O)=O)=O 2-(2,6-dioxopiperidin-3-yl)-5-((6-oxo-6-(4-(4-(7-(piperazin-1-yl)quinoxalin-2-yl)-1H-pyrazol-1-yl)piperidin-1-yl)hexyl)amino)isoindoline-1,3-dione